C[C@H]1OC2=CC=CC(C3=NN(C=4C=CC(O[C@H](CCOC1)C)=CC34)C3OCCCC3)=N2 (8R,13S)-8,13-dimethyl-19-(oxan-2-yl)-7,10,14-trioxa-19,20,23-triazatetracyclo[13.5.2.12,6.018,21]tricosa-1(20),2(23),3,5,15(22),16,18(21)-heptaene